3-Chlorobenzyl ((2S)-3-cyclohexyl-1-oxo-1-(((2S)-1-oxo-3-(2-oxo-8-oxa-1-azaspiro[4.5]decan-3-yl)propan-2-yl)amino)propan-2-yl)carbamate C1(CCCCC1)C[C@@H](C(N[C@H](C=O)CC1C(NC2(C1)CCOCC2)=O)=O)NC(OCC2=CC(=CC=C2)Cl)=O